(NE)-N-[(2-methylpropan-2-yl)oxy-oxomethyl]iminocarbamic acid tert-butyl ester C(C)(C)(C)OC(/N=N/C(=O)OC(C)(C)C)=O